2-(3-(4-(2-((S)-4-acetyl-2-methylpiperazin-1-yl)ethoxy)phenyl)ureido)-N-(4-(((2S,4R)-2-methyl-1-propionyl-1,2,3,4-tetrahydroquinolin-4-yl)amino)phenyl)acetamide C(C)(=O)N1C[C@@H](N(CC1)CCOC1=CC=C(C=C1)NC(NCC(=O)NC1=CC=C(C=C1)N[C@@H]1C[C@@H](N(C2=CC=CC=C12)C(CC)=O)C)=O)C